C(C)OC1=C(C=C(C=C1)C)C=1C=C2CC(C(C2=CC1)NC(O[C@@H]1CN2CCC1CC2)=O)(C)C (S)-quinuclidin-3-yl (5-(2-ethoxy-5-methylphenyl)-2,2-dimethyl-2,3-dihydro-1H-inden-1-yl)carbamate